6-(((tert-Butyloxy)carbonyl)amino)-2-((6-((4-fluorophenyl)(methyl)carbamoyl)-2-oxo-1,2-dihydropyridin-1-yl)methyl)-5-methyl-1H-pyrrolo[2,3-b]pyridine-1-carboxylic acid tert-butyl ester C(C)(C)(C)OC(=O)N1C(=CC=2C1=NC(=C(C2)C)NC(=O)OC(C)(C)C)CN2C(C=CC=C2C(N(C)C2=CC=C(C=C2)F)=O)=O